N-(4-fluoro-2-methylphenyl)-7-(4-fluorophenyl)pyrazolo[1,5-a]pyrimidine-2-carboxamide FC1=CC(=C(C=C1)NC(=O)C1=NN2C(N=CC=C2C2=CC=C(C=C2)F)=C1)C